FC(C1=CC2=C(SC(=C2)C(N[C@H]2CCC[C@@H]3N(C2=O)[C@@H](CC3)C(=O)N3CC(C3)C=3N(C=CN3)C)=O)C=C1)(F)P(O)(O)=O (difluoro(2-(((3S,6S,9aS)-3-(3-(1-methyl-1H-imidazol-2-yl)azetidine-1-carbonyl)-5-oxooctahydro-1H-pyrrolo[1,2-a]azepin-6-yl)carbamoyl)benzo[b]thiophen-5-yl)methyl)phosphonic acid